C1=CC=CC=2C3=CC=CC=C3C(C12)COC(NCC(NCOC(C(=O)OCC1=CC=CC=C1)C(F)(F)F)=O)=O Benzyl 1-(9H-fluoren-9-yl)-3,6-dioxo-10-(trifluoromethyl)-2,9-dioxa-4,7-diazaundecan-11-oate